ClC=1C(=NC=CC1C1=NC(=C(C=C1)CNC[C@H]1OCC1)OC)C=1C(=C(C=CC1)NC(C1=NC=C(C=C1)CN1CC(C1)O)=O)C (S)-N-(3-(3'-chloro-6-methoxy-5-(((oxetan-2-ylmethyl)amino)methyl)-[2,4'-bipyridin]-2'-yl)-2-methylphenyl)-5-((3-hydroxyazetidin-1-yl)methyl)picolinamide